(4-fluorophenyl)methyl-d2-amine FC1=CC=C(C=C1)C([2H])([2H])N